ClC1=C(C=C(N=N1)NC[C@@H](C)O)C (2R)-1-[(6-chloro-5-methylpyridazin-3-yl)amino]propan-2-ol